triethyl-phosphonium bisulfate S([O-])(O)(=O)=O.C(C)[PH+](CC)CC